N-(2-(tert-butyldiphenylsiloxy)ethyl)-3-aminophenol O([Si](C1=CC=CC=C1)(C1=CC=CC=C1)C(C)(C)C)CCNC=1C=C(C=CC1)O